FC1([C@@H]2[C@@H](N([C@H](C1)CC2)C(=O)C=2NC1=CC=CC(=C1C2)OC)C(=O)N[C@H](\C=C\2/C(OCC2)=O)C[C@@H]2C(NCC2)=O)F (1S,3R,4S)-5,5-difluoro-2-(4-methoxy-1H-indole-2-carbonyl)-N-((S,Z)-1-(2-oxodihydrofuran-3(2H)-ylidene)-3-((R)-2-oxopyrrolidin-3-yl)propan-2-yl)-2-azabicyclo[2.2.2]octane-3-carboxamide